(8aR)-Benzyl 2-(4-(1-((tert-butoxycarbonyl)amino)-3-methoxy-3-oxopropyl)phenyl)-3-oxohexahydroimidazo[1,5-a]pyrazine-7(1H)-carboxylate C(C)(C)(C)OC(=O)NC(CC(=O)OC)C1=CC=C(C=C1)N1C(N2[C@@H](CN(CC2)C(=O)OCC2=CC=CC=C2)C1)=O